N-(5-(3,4-difluorobenzyl)pyridin-2-yl)-1-methyl-6-oxo-1,6-dihydropyridazine-3-carboxamide FC=1C=C(CC=2C=CC(=NC2)NC(=O)C2=NN(C(C=C2)=O)C)C=CC1F